phenylbutyl 3,4-dihydroxybenzoate OC=1C=C(C(=O)OCCCCC2=CC=CC=C2)C=CC1O